CC1=CC=CC=2N(N=NC21)CN methyl-1H-Benzotriazole-1-methylamine